NC=1C2=C(N=CN1)N(C(=C2C(=O)NC2=CC=C(C=C2)COC)OCC(C)(C)OC)C2(CC2)C 4-amino-6-(2-methoxy-2-methylpropoxy)-N-(4-(methoxymethyl)phenyl)-7-(1-methylcyclopropyl)-7H-pyrrolo[2,3-d]pyrimidine-5-carboxamide